5-(hydroxy-methyl-amino)-3-methyl-pyrrolidine-2-carboxylic acid ON(C1CC(C(N1)C(=O)O)C)C